2-N,N-Diethylleucylaminonaphthalenesulfonyl chloride C(C)N([C@@H](CC(C)C)C(=O)NC1=C(C2=CC=CC=C2C=C1)S(=O)(=O)Cl)CC